N1(C2C(CC1)CCC2)C(CN2C(C1(CCN(CC1)C(=O)C1=CC=C3C(=N1)C=NN3)C3=C(C(=CC=C23)F)Cl)=O)=O 1-[2-(3,3a,4,5,6,6a-hexahydro-2H-cyclopenta[b]pyrrol-1-yl)-2-oxo-ethyl]-4-chloro-5-fluoro-1'-(1H-pyrazolo[4,3-b]pyridine-5-carbonyl)spiro[indolin-3,4'-piperidin]-2-one